1-(7-((2-((4-(4-Methylpiperazin-1-yl)phenyl)amino)pyridin-4-yl)amino)indolin-1-yl)ethan-1-one CN1CCN(CC1)C1=CC=C(C=C1)NC1=NC=CC(=C1)NC=1C=CC=C2CCN(C12)C(C)=O